(S)-4-((6-(2,6-dimethylpyridin-4-yl)-1,3-dimethyl-2-oxo-2,3-dihydro-1H-benzo[d]imidazol-5-yl)amino)-2-(2,6-dioxopiperidin-3-yl)isoindoline-1,3-dione CC1=NC(=CC(=C1)C=1C(=CC2=C(N(C(N2C)=O)C)C1)NC1=C2C(N(C(C2=CC=C1)=O)[C@@H]1C(NC(CC1)=O)=O)=O)C